3-(3-((4-((6-((5-fluoro-4-(4-fluoro-1-isopropyl-2-methyl-1H-benzo[d]imidazol-6-yl)pyrimidin-2-yl)amino)pyridin-3-yl)methyl)piperazin-1-yl)methyl)phenyl)piperidine-2,6-dione FC=1C(=NC(=NC1)NC1=CC=C(C=N1)CN1CCN(CC1)CC=1C=C(C=CC1)C1C(NC(CC1)=O)=O)C=1C=C(C2=C(N(C(=N2)C)C(C)C)C1)F